FC=1C=C2C(=C(NC2=C(C1)F)C1=CC=C(C=C1)F)C[C@@H](C(=O)N[C@@H]1C(NC[C@H]1O)=O)O (2S)-3-[5,7-difluoro-2-(4-fluorophenyl)-1H-indol-3-yl]-hydroxy-N-[(3S,4R)-4-hydroxy-2-oxo-pyrrolidin-3-yl]propanamide